6-propyl-5-(8-quinolinyl)pyridin-2-amine C(CC)C1=C(C=CC(=N1)N)C=1C=CC=C2C=CC=NC12